N=1C=CN2C1C=CC=C2O[C@@H]2C[C@@H](N(C2)CC2=CN=C(S2)NC(C)=O)C N-(5-(((2S,4R)-4-(imidazo[1,2-a]pyridin-5-yloxy)-2-methylpyrrolidin-1-yl)methyl)thiazol-2-yl)acetamide